S1SSSC1C(C(=O)O)S tetra-thiolthioglycolic acid